C(C)(C)(C)OC(=O)NC(CCCCNC(OCC1=CC=CC=C1)=O)C(N)=O Benzyl N-(5-[[(tert-butoxy)carbonyl]amino]-5-carbamoylpentyl)carbamate